CN(C1=CC=C(C=C1)C=1C=CC(=NC1)OC1CCN(CC1)C(\C=C/C(=O)NCCN1CCN(CC1)C)=O)C (Z)-4-(4-((5-(4-(dimethylamino)phenyl)pyridin-2-yl)oxy)piperidin-1-yl)-N-(2-(4-methylpiperazin-1-yl)ethyl)-4-oxobut-2-enamide